5-benzoyl-2-phenyl-6-(o-tolyl)nicotinonitrile C(C1=CC=CC=C1)(=O)C=1C(=NC(=C(C#N)C1)C1=CC=CC=C1)C1=C(C=CC=C1)C